azobromide N(=NBr)Br